TERPINEN-1-OL CC(C)C1=CCC(CC1)(C)O